N-methoxyvalinamide CONC([C@@H](N)C(C)C)=O